(2S)-2-[(tert-butoxycarbonyl)amino]-3-(4-iodophenyl)propanoic acid C(C)(C)(C)OC(=O)N[C@H](C(=O)O)CC1=CC=C(C=C1)I